C(=C)C1=CC=C(C=C1)OB(O)O 4-vinyl-phenyl-boric acid